C1(CC1)CN(C1=CC(N(C=2C=CC(=NC12)C#N)C)=O)C1=CC(=C(C=C1)OC(F)(F)F)C 8-((cyclopropylmethyl)(3-methyl-4-(trifluoromethoxy)phenyl)amino)-5-methyl-6-oxo-5,6-dihydro-1,5-naphthyridine-2-carbonitrile